C(C)OC(C[C@@H](C1=CC(=CC=C1)C=1C=NC(=CC1)OC)NC(=O)NC=1C(N(C=CC1O)C)=O)=O (S)-3-(3-(4-hydroxy-1-methyl-2-oxo-1,2-dihydropyridin-3-yl)ureido)-3-(3-(6-methoxypyridin-3-yl)phenyl)propanoic acid ethyl ester